methyl 4-(6-(bis(4-methoxybenzyl) amino)-4-methyl-3-(trifluoromethyl) pyridin-2-yl)-5-chloro-2-(2-cyanoacetyl)-3-fluorobenzoate COC1=CC=C(CN(C2=CC(=C(C(=N2)C2=C(C(=C(C(=O)OC)C=C2Cl)C(CC#N)=O)F)C(F)(F)F)C)CC2=CC=C(C=C2)OC)C=C1